C(CCCCC)(=O)C(C(=O)O)(O)C caproyl-lactic acid